di(t-amyl)-2,2'-[oxybis(methylene)]bis-2-Propenoate C(C)(C)(CC)OC(C(=C)COCC(C(=O)OC(C)(C)CC)=C)=O